24-[cyclopropyl(hydroxyl)methyl]-5α-cholan-3β-ol C1(CC1)C(CCC[C@@H](C)[C@H]1CC[C@H]2[C@@H]3CC[C@H]4C[C@H](CC[C@]4(C)[C@H]3CC[C@]12C)O)O